6-{5-chloro-2-[(oxan-4-yl)amino]pyrimidin-4-yl}-2-[2-(2,3-dihydro-1H-isoindol-2-yl)-2-oxoethyl]-2,3-dihydro-1H-isoindol-1-one ClC=1C(=NC(=NC1)NC1CCOCC1)C1=CC=C2CN(C(C2=C1)=O)CC(=O)N1CC2=CC=CC=C2C1